The molecule is a sesterterpenoid isolated from Red Sea sponge Diacarnus erythraeanus and has been shown to exhibit anti-HSV-1 activity. It has a role as a metabolite and an anti-HSV-1 agent. It is a sesterterpenoid, a terpene ketone, an organic peroxide, a methyl ketone and a dioxo monocarboxylic acid. C[C@H]([C@@H]1CC[C@](OO1)(C)CC/C=C(\\C)/CCC(=O)C(C)(C)CCCC(=O)C)C(=O)O